1-(4-methoxyphenyl)-3-(2,5-dimethoxystyryl)-5-(2,5-dimethoxyphenyl)-pyrazoline COC1=CC=C(C=C1)N1NC(=CC1C1=C(C=CC(=C1)OC)OC)C=CC1=C(C=CC(=C1)OC)OC